COC=1C=C2CN(C(C2=CC1)=O)C1=NN(C(C=C1)=O)C 5-methoxy-2-(1-methyl-6-oxo-1,6-dihydropyridazin-3-yl)isoindolin-1-one